FC(C(F)(F)F)(OC(=O)O)F pentafluoroethyloxycarboxylic acid